C(C)(C)(C)OC(N(CC1=NC(=CC2=C1CNC2=O)N2[C@@H](COCC2)C)C)=O (R)-methyl-((6-(3-methylmorpholino)-1-oxo-2,3-dihydro-1H-pyrrolo[3,4-c]pyridin-4-yl)methyl)carbamic acid tert-butyl ester